2,2-diethoxy-acetamidine C(C)OC(C(=N)N)OCC